ClCC1=NC2=C(N1C[C@H]1OCC1)C=CC(=C2)CC(=O)OC Methyl (S)-2-(2-(chloromethyl)-1-(oxetan-2-ylmethyl)-1H-benzo[d]imidazol-5-yl)acetate